COC1=C(C=CC(=C1)C=1C=NN(C1)C)NC=1N=CC2=C(N1)C(=NC=C2)N2C(CCC2)C N-(2-methoxy-4-(1-methyl-1H-pyrazol-4-yl)phenyl)-8-(2-methylpyrrolidin-1-yl)pyrido[3,4-d]pyrimidin-2-amine